5-((1S,2R)-1-(6-chloro-1,1-dioxido-3,4-dihydro-2H-pyrido[2,3-e][1,2]thiazin-2-yl)-2-(6-fluoro-2,3-dimethylphenyl)propyl)-1,3,4-oxadiazol-2(3H)-one ClC=1C=CC2=C(CCN(S2(=O)=O)[C@@H]([C@H](C)C2=C(C(=CC=C2F)C)C)C2=NNC(O2)=O)N1